N1C=CC2=CC(=CC=C12)S(=O)(=O)N1C=C(C=C1)C(=O)NC1=CC(=CC=C1)F 1-((1H-indol-5-yl)sulfonyl)-N-(3-fluorophenyl)-1H-pyrrole-3-carboxamide